1-((3R,4S)-3-Fluoro-4-((5-(1-isopropyl-1H-benzo[d][1,2,3]triazol-6-yl)-4-methoxypyrrolo[2,1-f][1,2,4]triazin-2-yl)amino)piperidin-1-yl)ethan-1-one F[C@@H]1CN(CC[C@@H]1NC1=NN2C(C(=N1)OC)=C(C=C2)C=2C=CC1=C(N(N=N1)C(C)C)C2)C(C)=O